N-(2-(1-Acetylpiperidin-4-yl)ethyl)-3-(((7-(pyridin-4-yl)-2,3-dihydrofuro[3,2-c]pyridin-4-yl)amino)methyl)benzamid C(C)(=O)N1CCC(CC1)CCNC(C1=CC(=CC=C1)CNC1=NC=C(C2=C1CCO2)C2=CC=NC=C2)=O